4-(3-methyl-1H-indol-1-yl)pyrimidine-5-carboxylic acid isopropyl ester C(C)(C)OC(=O)C=1C(=NC=NC1)N1C=C(C2=CC=CC=C12)C